FC1=C(C=CC=C1F)SC=1C=2N(C=C(C1)C=1C=NN(C1)[C@@H]1CNCCC1)N=CC2C#N 4-(2,3-difluorophenyl)sulfanyl-6-[1-[(3S)-3-piperidyl]pyrazol-4-yl]pyrazolo[1,5-a]pyridine-3-carbonitrile